BrC=1C=C(C=CC1F)C=C1OC(C2=CC=CC=C12)=O 3-(3-bromo-4-fluorophenylmethylene)-3H-isobenzofuran-1-one